N1(CCCCC1)NC(=O)CC1=NN(C(=C1C)C1=CC=C(C=C1)I)C1=C(C=C(C=C1)Cl)Cl N-(piperidin-1-yl)-5-(4-iodophenyl)-1-(2,4-dichlorophenyl)-4-methyl-1H-pyrazole-3-carboxyamide